2,4,6-tris(3,5-di-tert-butyl-4-hydroxybenzyl)benzene C(C)(C)(C)C=1C=C(CC2=CC(=CC(=C2)CC2=CC(=C(C(=C2)C(C)(C)C)O)C(C)(C)C)CC2=CC(=C(C(=C2)C(C)(C)C)O)C(C)(C)C)C=C(C1O)C(C)(C)C